6-oxohexyloxy-prop-2-en-1-one O=CCCCCCOC(C=C)=O